ClC1=C(C=CC=C1)C(=O)C1=CC=CC2=C1NC(=NS2(=O)=O)NCCOC (2-chlorophenyl)(3-((2-methoxyethyl)amino)-1,1-dioxido-4H-benzo[e][1,2,4]thiadiazin-5-yl)methanone